5-chloro-4-(cyclopentylmethoxy)-N-((3,4-dihydroisoquinolin-2(1H)-yl)sulfonyl)-2-fluorobenzamide ClC=1C(=CC(=C(C(=O)NS(=O)(=O)N2CC3=CC=CC=C3CC2)C1)F)OCC1CCCC1